OC=1C=CC(=C(C=CC=2C=C(C=C(C2)O)O)C1)O[Si](CC)(CC)CC 5-(5-hydroxy-2-(triethylsiloxy)styryl)-1,3-benzenediol